CCCCCCCCCC(=O)OC[C@H](COP(=O)([O-])OCC[N+](C)(C)C)OC(=O)CCCCCCC/C=C\C/C=C\CCCCC 1-decanoyl-2-(9Z,12Z-octadecadienoyl)-sn-glycero-3-phosphocholine